(Z)-5-((1H-pyrrolo[2,3-b]pyridin-3-yl)methylene)-3-isopropylthiazolidine-2,4-dione N1C=C(C=2C1=NC=CC2)\C=C/2\C(N(C(S2)=O)C(C)C)=O